3-amino-N-[(6S)-2-[(3S,4R)-3-hydroxy-3-methyl-4-(methylamino)pyrrolidin-1-yl]-5,6,7,8-tetrahydroquinolin-6-yl]-6-methylthieno[2,3-b]pyridine-2-carboxamide NC1=C(SC2=NC(=CC=C21)C)C(=O)N[C@@H]2CC=1C=CC(=NC1CC2)N2C[C@]([C@@H](C2)NC)(C)O